methyl ((((2R,3S,4R,5S)-5-(4-aminopyrrolo[2,1-f][1,2,4]triazin-7-yl)-2-cyano-3,4-dihydroxytetrahydrofuran-2-yl)methoxy)(pyridin-3-yloxy)phosphoryl)-L-alaninate NC1=NC=NN2C1=CC=C2[C@H]2[C@@H]([C@@H]([C@@](O2)(C#N)COP(=O)(OC=2C=NC=CC2)N[C@@H](C)C(=O)OC)O)O